6-iodo-3-[(trans)-2-[1-(3-pyrrolidin-1-ylpropyl)pyrazole-4-yl]vinyl]-1-tetrahydropyran-2-ylindazole IC1=CC=C2C(=NN(C2=C1)C1OCCCC1)\C=C\C=1C=NN(C1)CCCN1CCCC1